O1CC(C1)C=1C2=C(N=C(N1)N)N1C(C=C2)=NCC1 (oxetan-3-yl)-8,9-dihydroimidazo[1',2':1,6]pyrido[2,3-d]pyrimidin-2-amine